tert-Butyl 2-(3-acetyl-5-(1-methyl-2-oxo-1,2-dihydropyrimidin-5-yl)-1H-indazol-1-yl)acetate C(C)(=O)C1=NN(C2=CC=C(C=C12)C=1C=NC(N(C1)C)=O)CC(=O)OC(C)(C)C